FC=1C=C(C=NC1)NC(=O)C=1C=C2C(=NC1)NC=C2C2=CC=C1C(CC3(CCN(CC3)C)C1=C2)=O N-(5-fluoropyridin-3-yl)-3-(1'-methyl-3-oxo-2,3-dihydrospiro[indene-1,4'-piperidin]-6-yl)-1H-pyrrolo[2,3-b]pyridine-5-carboxamide